2-({2-[4-(2-ethyl-2-hydroxybutoxy)pyridin-2-yl]-5H,6H,7H-cyclopenta[d]pyrimidin-4-yl}(methyl)amino)-N-methylacetamide C(C)C(COC1=CC(=NC=C1)C=1N=C(C2=C(N1)CCC2)N(CC(=O)NC)C)(CC)O